OC1=C(C(=CC(=C1)C(F)(F)F)C)C=1C=CC=2C(N1)=NN(C2C(C)=O)[C@H]2COCC2 |r| (R and S)-1-(6-(2-hydroxy-6-methyl-4-(trifluoromethyl)phenyl)-2-(tetrahydrofuran-3-yl)-2H-pyrazolo[3,4-b]pyridin-3-yl)ethan-1-one